CC(C(=O)N1CCC(CC1)CN1[C@H]([C@H]([C@@H]([C@H](C1)O)O)O)CO)C 2-methyl-1-(4-(((2S,3R,4R,5S)-3,4,5-trihydroxy-2-(hydroxymethyl)piperidin-1-yl)methyl)piperidin-1-yl)propan-1-one